(2-(((S)-1-hydroxybutan-2-yl)amino)pyridin-4-yl)-1H-pyrrole-3-carboxamide OC[C@H](CC)NC1=NC=CC(=C1)N1C=C(C=C1)C(=O)N